2-((1S,4S,5R)-5-((5-cyclopropyl-3-(spiro[2.5]oct-6-yl)isoxazol-4-yl)methoxy)-2-azabicyclo[2.2.1]heptan-2-yl)-4-((S)-tetrahydrofuran-3-yl)benzo[d]thiazole-6-carboxylic acid C1(CC1)C1=C(C(=NO1)C1CCC2(CC2)CC1)CO[C@H]1[C@@H]2CN([C@H](C1)C2)C=2SC1=C(N2)C(=CC(=C1)C(=O)O)[C@H]1COCC1